ClC1=C(C=C(C(=O)OC)C=C1[N+](=O)[O-])C methyl 4-chloro-3-methyl-5-nitrobenzoate